N1=C(C=CC=C1)S(=O)(=O)C1=CC=C(C=N1)C(=O)O 6-(2-Pyridylsulfonyl)pyridine-3-carboxylic acid